C=C1OC(OC1)=O 4-methylene-1,3-dioxol-2-one